2-[phenyl(methyl)sulfonio]ethyl carbamate C(N)(OCC[S+](C)C1=CC=CC=C1)=O